N1(CCCCC1)C1=C(C(=O)N)C=CC=C1 2-(piperidin-1-yl)benzamide